(4-CHLORO-PHENYL)-ACETALDEHYDE ClC1=CC=C(C=C1)CC=O